4'-(trifluoromethyl)-[1,1'-biphenyl]-4-amine FC(C1=CC=C(C=C1)C1=CC=C(C=C1)N)(F)F